methyl (E)-3-(5-[(2,4-dimethoxybenzyl)carbamoyl]thiophen-2-yl)acrylate COC1=C(CNC(=O)C2=CC=C(S2)/C=C/C(=O)OC)C=CC(=C1)OC